COC=1C=C2CN(CC2=CC1)C1=NC=CC(=N1)C1=NC=CC(=N1)C#CC=1C=C2C=CN=C(C2=CC1)N 6-((2'-(5-methoxyisoindolin-2-yl)-[2,4'-bipyrimidinyl]-4-yl)ethynyl)isoquinolin-1-amine